6-(2-aminopyrimidin-5-yl)-N-(1-phenylethyl)quinazolin-4-amine NC1=NC=C(C=N1)C=1C=C2C(=NC=NC2=CC1)NC(C)C1=CC=CC=C1